2-(4-chlorophenyl)-1-phenylpropan-2-en-1-one ClC1=CC=C(C=C1)C(C(=O)C1=CC=CC=C1)=C